N-[2-[2,4-dichloro-phenoxy]phenyl]-3-(difluoromethyl)-1-methyl-pyrazole-4-carboxamide ClC1=C(OC2=C(C=CC=C2)NC(=O)C=2C(=NN(C2)C)C(F)F)C=CC(=C1)Cl